BrC=1C=C2C(=NC=NC2=CC1F)N1CC2(C1)CCN(CC2)C(=O)OC(C)(C)C tert-Butyl 2-(6-bromo-7-fluoroquinazolin-4-yl)-2,7-diazaspiro[3.5]nonane-7-carboxylate